BrC1=CC=CC(=N1)C1=NC2=CC(=NC=C2C=C1)CO (2-(6-bromopyridin-2-yl)-1,6-naphthyridin-7-yl)methanol